tert-Butyl (2R,5S)-4-(3-chloro-8,8-dicyclopropyl-2-(2-fluorophenyl)-7-oxo-7,8-dihydro-1,6-naphthyridin-5-yl)-2,5-dimethylpiperazine-1-carboxylate ClC=1C(=NC=2C(C(N=C(C2C1)N1C[C@H](N(C[C@@H]1C)C(=O)OC(C)(C)C)C)=O)(C1CC1)C1CC1)C1=C(C=CC=C1)F